C(C)(=O)NNC(=O)C=1C(=NC(=C(C1C1=CC=C(S1)C(=O)NCC1=CC(=C(C=C1)F)F)C#N)OC(C)C)CCC1=CC=C(C=C1)F 5-(3-(2-acetylhydrazine-1-carbonyl)-5-cyano-2-(4-fluorophenethyl)-6-isopropoxypyridin-4-yl)-N-(3,4-difluorobenzyl)thiophene-2-carboxamide